N-(3-carbamoylphenyl)-2-fluoro-6-(7-fluoro-chroman-4-yl)-3-(trifluoromethyl)benzamide C(N)(=O)C=1C=C(C=CC1)NC(C1=C(C(=CC=C1C1CCOC2=CC(=CC=C12)F)C(F)(F)F)F)=O